C1#CNCCCCCC1 azacyclononyne